[(dimethylfluorenyl)dibenzothiophenyl]pyridine CC=1C(=C(C=2CC3=CC=CC=C3C2C1)C1=C(C2=C(SC3=C2C=CC=C3)C=C1)C1=NC=CC=C1)C